methyl 9-fluoro-2-methyl-3,4-dihydro-2H-benzo[b][1,4]oxathiepine-7-carboxylate FC1=CC(=CC2=C1OC(CCS2)C)C(=O)OC